methyl (3R)-1-(4-morpholinophenyl)-2,3,4,9-tetrahydro-1H-pyrido[3,4-b]indole-3-carboxylate O1CCN(CC1)C1=CC=C(C=C1)C1N[C@H](CC2=C1NC1=CC=CC=C21)C(=O)OC